(1R,2S)-2-[[6-[[4-(1H-indazol-4-yl)triazol-1-yl]methyl]-1H-indol-2-yl]methylamino]cyclopentanol N1N=CC2=C(C=CC=C12)C=1N=NN(C1)CC1=CC=C2C=C(NC2=C1)CN[C@@H]1[C@@H](CCC1)O